C(=O)O.NCCOCCNC(C1=C(C=C(C=C1)NC=1C=2N(C=CN1)C(=CN2)C=2C(=NN(C2)C2COC2)C(F)(F)F)CC)=O N-[2-(2-aminoethoxy)ethyl]-2-ethyl-4-[[3-[1-(oxetan-3-yl)-3-(trifluoromethyl)pyrazol-4-yl]imidazo[1,2-a]pyrazin-8-yl]amino]benzamide formate